ClC=1C(C(=C(C(C1Cl)=O)C#N)C#N)=O 4,5-dichloro-3,6-dioxo-1,4-cyclohexadiene-1,2-dicarbonitrile